C(C)(C)(C)OC(=O)N1[C@@H]([C@H](OCC1)C)C1=CC=C(C=C1)Br (2r,3r)-3-(4-bromophenyl)-2-methylmorpholine-4-carboxylic acid tert-butyl ester